holmium-calcium-magnesium-zirconium [Zr].[Mg].[Ca].[Ho]